7-[(3aR,4R,6R,6aR)-6-[(1R)-6-chloro-1,3-dihydroisobenzofuran-1-yl]-2,2-dimethyl-3a,4,6,6a-tetrahydrofuro[3,4-d][1,3]dioxol-4-yl]pyrrolo[2,3-d]pyrimidin-4-amine ClC1=CC=C2CO[C@H](C2=C1)[C@H]1O[C@H]([C@H]2[C@@H]1OC(O2)(C)C)N2C=CC1=C2N=CN=C1N